4-(2-fluoro-6-methoxyphenyl)-2-(6-((3-(hydroxymethyl)pyrrolidin-3-yl)amino)-4-methylpyridin-2-yl)-2,3-dihydro-1H-pyrrolo[3,4-c]pyridin-1-one FC1=C(C(=CC=C1)OC)C1=NC=CC2=C1CN(C2=O)C2=NC(=CC(=C2)C)NC2(CNCC2)CO